C1(=CC=CC=C1)C1C(CNC1)C#N 4-phenylpyrrolidine-3-carbonitrile